N,N-dimethyl-N-ethyl-p-vinylbenzyl-ammonium chloride [Cl-].C[N+](CC)(C)CC1=CC=C(C=C1)C=C